FC1=C(C=C(C=C1)OC(F)(F)F)[C@@H](C)NC(=O)C=1C=C(C=NC1OC[2H])C1=CC=C2C(=NNC2=C1)C(=O)NC[2H] 6-(5-{[(1R)-1-[2-fluoro-5-(trifluoromethoxy)phenyl]ethyl]carbamoyl}-6-(deutero)methoxypyridin-3-yl)-N-(deutero)methyl-1H-indazole-3-carboxamide